C(C)(C)(C)OC(=O)N(C1=CC(=NC=C1)Cl)C(=O)OC(C)(C)C N,N-ditertbutoxycarbonyl-2-chloropyridin-4-amine